C(CCCCCCCCC=C)N(CCCNC1=NC(=NC(=N1)NCCCN(CCCCCCCCCC=C)CCCCCCCCCC=C)NCCCO)CCCCCCCCCC=C 3-((4,6-bis((3-(di(undec-10-en-1-yl)amino)propyl)amino)-1,3,5-triazin-2-yl)amino)propan-1-ol